methyl-N-phenyl-8-(trifluoromethyl)-[1,2,4]triazolo[4,3-a]quinazolin-5-amine CC1=NN=C2N1C1=CC(=CC=C1C(=N2)NC2=CC=CC=C2)C(F)(F)F